CN1CCC(CC1)N1N=CC(=N1)NC1=NC=C(C(=N1)NCCCN1C(OCCC1)=O)C(F)(F)F 3-(3-((2-((2-(1-methylpiperidin-4-yl)-2H-1,2,3-triazol-4-yl)amino)-5-(trifluoromethyl)pyrimidin-4-yl)amino)propyl)-1,3-oxazinan-2-one